C(C)(C)(C)N1N=C(C=C1C1OCC(C1)O)NC(CC1=CC(=NO1)C)=O N-(1-(tert-butyl)-5-(4-hydroxytetrahydrofuran-2-yl)-1H-pyrazol-3-yl)-2-(3-methylisoxazol-5-yl)acetamide